Bis(1-(2-Hydroxy-2-Methylpropoxy)-2,2,6,6-tetramethylpiperidin-4-yl)sebacat OC(CON1C(CC(CC1(C)C)OC(CCCCCCCCC(=O)OC1CC(N(C(C1)(C)C)OCC(C)(C)O)(C)C)=O)(C)C)(C)C